C(C)(=O)NC=1C=C(C=CC1C(NC=1SC(=C(N1)C)[N+](=O)[O-])=O)NCCCCCCCCCCCNCCCONC(C1=C(C(=C(C=C1)F)F)NC1=C(C=C(C=C1)I)F)=O N-(3-((11-((3-acetamido-4-((4-methyl-5-nitrothiazol-2-yl)carbamoyl)phenyl)amino)undecyl)amino)propoxy)-3,4-difluoro-2-((2-fluoro-4-iodophenyl)amino)benzamide